[N+](=O)([O-])C=1C(=NC=C(C1)C1=CC=CC=C1)NC1=CC=C(C=C1)CN1CCC(CC1)NC([O-])=O [1-[[4-[(3-nitro-5-phenyl-2-pyridyl)amino]phenyl]methyl]-4-piperidyl]carbamate